Methyl-(S,E)-(7-(bis(methyl-d3)amino)-1-((1-((7-((2,4-difluorobenzyl)oxy)-5-fluoro-1H-indol-2-yl)methyl)-2-oxo-1,2-dihydropyridin-3-yl)amino)-1,7-dioxohept-5-en-2-yl)carbamat COC(N[C@H](C(=O)NC=1C(N(C=CC1)CC=1NC2=C(C=C(C=C2C1)F)OCC1=C(C=C(C=C1)F)F)=O)CC\C=C\C(=O)N(C([2H])([2H])[2H])C([2H])([2H])[2H])=O